C(C)OC1=CC=C(C=C1)N1[C@@H]2CN([C@H](C1)C2)C=O ((1S,4S)-5-(4-ethoxyphenyl)-2,5-diazabicyclo[2.2.1]heptan-2-yl)methanone